C(#N)C1=C(C(=NC(=C1)NC(C1=C(C=CC=C1C)C)=O)C(CCC(=O)O)=O)O 4-[4-Cyano-6-(2,6-dimethyl-benzoylamino)-3-hydroxy-pyridin-2-yl]-4-oxo-butyric acid